2-[2-[2-[2-[2,3-bis[8-(1-octyl nonoxy)-8-oxo-octoxy] propoxy] ethoxy]ethoxy] ethoxy]ethyl 1,3-dimethylpiperidine-3-carboxylate CN1CC(CCC1)(C(=O)OCCOCCOCCOCCOCC(COCCCCCCCC(OC(CCCCCCCC)CCCCCCCC)=O)OCCCCCCCC(=O)OC(CCCCCCCC)CCCCCCCC)C